(4S)-4-Benzyl-3-[6-(1-hydroxyethyl)-4-methylpyridin-2-yl]-1,3-oxazolidin-2-one C(C1=CC=CC=C1)[C@@H]1N(C(OC1)=O)C1=NC(=CC(=C1)C)C(C)O